C(C)OC(C1=C(C(=CC(=C1)Cl)SCC1=CC=CC=C1)Cl)=O 3-(benzylsulfanyl)-2,5-Dichlorobenzoic acid ethyl ester